C(C)(C)(C)OC(=O)N1CCC(CC1)CS(=O)CC 4-(Ethylsulfinylmethyl)piperidine-1-carboxylic acid tert-butyl ester